N-(3-Cyano-4-methyl-1H-indol-7-yl)-1-(2,2,2-trifluoroethyl)pyrazol-4-sulfonamid C(#N)C1=CNC2=C(C=CC(=C12)C)NS(=O)(=O)C=1C=NN(C1)CC(F)(F)F